trans-4-(tert-butoxycarbonylamino)cyclohexylcarboxylic acid C(C)(C)(C)OC(=O)N[C@@H]1CC[C@H](CC1)C(=O)O